BrC1=CC2=C(N=C(N=C2NC2=CC=C(C=C2)C2CCCCC2)N2C[C@H](OCC2)C)N=C1 6-bromo-N-(4-cyclohexylphenyl)-2-[(2R)-2-methylmorpholin-4-yl]pyrido[2,3-d]pyrimidin-4-amine